S(C1=CC(=C(C=C1C)C(C(=O)[O-])CSCCCCCCCCCCCC)C(C)(C)C)C1=CC(=C(C=C1C)C(C(=O)[O-])CSCCCCCCCCCCCC)C(C)(C)C thiobis-[2-tert-butyl-5-methyl-4,1-phenylene]Bis[3-(dodecylthio) propanoate]